C(C)C1=NC(=NC(=C1S(=O)(=O)N1CC2(C1)CNC2)C)C(F)(F)F 2-((4-ethyl-6-methyl-2-(trifluoromethyl)pyrimidin-5-yl)sulfonyl)-2,6-diazaspiro[3.3]heptane